BrC1=C(CC2(COC2)C(=O)OC)C=CC=C1 methyl 3-(2-bromobenzyl)oxetane-3-carboxylate